OC[C@H](C)N1C=NC2=C(C1=O)C=C(N=C2N2CCCC2)C=2C=NC(=CC2)C(F)(F)F (S)-3-(1-hydroxy-propan-2-yl)-8-(pyrrolidin-1-yl)-6-(6-(trifluoromethyl)pyridin-3-yl)pyrido[3,4-d]pyrimidin-4(3H)-one